1-hexadecyl-3-methylimidazole Bromide [Br-].C(CCCCCCCCCCCCCCC)N1CN(C=C1)C